ClC1=CC(=C2C(=N1)C=C(S2)C(=O)NC2CN(CCC2)C)N2CCOCC2 5-Chloro-N-(1-methylpiperidin-3-yl)-7-morpholinothieno[3,2-b]pyridine-2-carboxamide